5-(3,8-diazabicyclo[3.2.1]oct-3-yl)-N-methylpyridineamide hydrochloride Cl.C12CN(CC(CC1)N2)C=2C=CC(=NC2)C(=O)NC